3-(6-(((1S,3S)-3-((5,6-Dimethylpyrazin-2-yl)amino)cyclopentyl)amino)pyridin-3-yl)-1-methyl-1,3-dihydro-2H-imidazo[4,5-b]pyridin-2-one CC=1N=CC(=NC1C)N[C@@H]1C[C@H](CC1)NC1=CC=C(C=N1)N1C(N(C=2C1=NC=CC2)C)=O